(2-oxo-7-(piperidin-4-yl)benzo[d]oxazol-3(2H)-yl)piperidine-2,6-dione O=C1OC2=C(N1N1C(CCCC1=O)=O)C=CC=C2C2CCNCC2